Ethyl (1R)-5-((1-(2-(2-azidoethyl)-5-fluorobenzofuran-7-yl)ethyl)amino)pyrazolo[1,5-a]pyrimidine-3-carboxylate N(=[N+]=[N-])CCC=1OC2=C(C1)C=C(C=C2[C@@H](C)NC2=NC=1N(C=C2)N=CC1C(=O)OCC)F